3-Oxo-1-phenyl-2,3-dihydro-1H-benzo[g]indazol-5-yl acetate C(C)(=O)OC=1C=C2C(NN(C2=C2C1C=CC=C2)C2=CC=CC=C2)=O